BrC=1C=C2C=C(N(C2=CC1)C(=O)OC(C)(C)C)CC(N=C(C1=CC=CC=C1)C1=CC=CC=C1)C#N tert-butyl 5-bromo-2-{2-cyano-2-[(diphenylmethylidene)amino]ethyl}indole-1-carboxylate